BrC1C(N(C2=C(O1)C=CC=N2)C)=O Bromo-4-methyl-2H-pyrido[3,2-b][1,4]oxazin-3(4H)-one